OC1N(CC2=CC=CC=C12)CC1=CC=CC=C1 3-hydroxy-2-benzyl-isoindoline